O=C1NC(CC[C@H]1N1C(N(C2=C1C=CC=C2N2CCC(CC2)CN2CCN(CC2)C2CC(C2)NC(OC(C)(C)C)=O)C)=O)=O Tert-butyl ((1r,3r)-3-(4-((1-(1-(2,6-dioxopiperidin-3-yl)-3-methyl-2-oxo-2,3-dihydro-1H-benzo[d]imidazol-4-yl)piperidin-4-yl)methyl)piperazin-1-yl)cyclobutyl)carbamate